FC=1C=C(C=CC1)C=1C(=NN(C1C(=O)O)C=1SC(=C(N1)C1=CC(=CC=C1)F)C1=CC=C(C=C1)C(F)(F)F)C 4-(3-fluorophenyl)-1-(4-(3-fluorophenyl)-5-(4-(trifluoromethyl)phenyl)thiazol-2-yl)-3-methyl-1H-pyrazole-5-carboxylic acid